S(=O)(=O)(ON1[C@@H]2CC[C@H](N(C1=O)C2)C(NC2CC2)=N)[O-].[Na+] Sodium (2S,5R)-2-(N-cyclopropylcarbamimidoyl)-7-oxo-1,6-diazabicyclo[3.2.1]octan-6-yl sulfate